4-[(2,6-dioxopiperidin-3-yl)amino]-2-fluorophenylpiperidine-4-carboxaldehyde O=C1NC(CCC1NC1=CC(=C(C=C1)N1CCC(CC1)C=O)F)=O